1,3-diisopropyl-thiourea C(C)(C)NC(=S)NC(C)C